BrC1=CC(=CC=2SC3=C(C21)C=CC=C3)I 1-bromo-3-iododibenzo[b,d]thiophene